FC1=CC=C2C(=CNC(C2=C1F)=O)[C@@H](C)N(C(=O)NC1=CC(=C(C=C1)F)F)CC |r| Racemic-1-(1-(7,8-difluoro-1-oxo-1,2-dihydroisoquinolin-4-yl)ethyl)-3-(3,4-difluorophenyl)-1-ethylurea